1-((4-iodophenyl)sulfonyl)-4-phenyl-1,2-dihydroquinazoline IC1=CC=C(C=C1)S(=O)(=O)N1CN=C(C2=CC=CC=C12)C1=CC=CC=C1